NC([C@H](CC=1C(NC2=CC=C(C=C2C1)C)=O)NC(=O)[C@@H]1[C@H]2C([C@H]2CN1C(CC1=CC(=NO1)C)=O)(C)C)=O (1r,2S,5S)-N-((S)-1-amino-3-(6-methyl-2-oxo-1,2-dihydroquinolin-3-yl)-1-oxopropan-2-yl)-6,6-dimethyl-3-(2-(3-methylisoxazol-5-yl)acetyl)-3-azabicyclo[3.1.0]hexane-2-carboxamide